5-(5-((tert-butyldimethylsilyl)oxy)-7-chlorobenzofuran-2-yl)-2-(difluoromethoxy)-7-methylquinoxaline [Si](C)(C)(C(C)(C)C)OC=1C=C(C2=C(C=C(O2)C2=C3N=CC(=NC3=CC(=C2)C)OC(F)F)C1)Cl